C(C)OC(=O)C=1C=C2C(=NC1)N(N=C2)COCC[Si](C)(C)C 1-((2-(trimethylsilyl)ethoxy)methyl)-1H-pyrazolo[3,4-b]pyridine-5-carboxylic acid ethyl ester